6-monomethyl-naphthalenedicarboxylic acid CC1=CC2=CC=C(C(=C2C=C1)C(=O)O)C(=O)O